NC1=CC=C2C(=N1)NC(=C2)C=2C=C(C#N)C=CC2C(F)(F)F 3-(6-Amino-1H-pyrrolo[2,3-b]pyridin-2-yl)-4-(trifluoromethyl)benzonitrile